C(CC)C=1N=NN(N1)CC1=CC=C(C=C1)C=C 5-propyl-2-(4-vinylbenzyl)-2H-tetrazole